(4-methyl-1,3-dioxan-2-yl)propan-2-one CC1OC(OCC1)CC(C)=O